C(CC)C1=CC(=C(C(=C1)O)CC(=O)O)OC.CC=1C(=C(C=NNC(C(C)NC2=CC(=CC=C2)F)=O)C=CC1)O N'-(3-methyl-2-hydroxybenzylidene)-2-((3-fluorophenyl)amino)propionyl-hydrazine 4-propyl-2-methoxy-6-hydroxyphenyl-acetate